C1(=CC=CC=C1)C1=NC=CC(=N1)C=1N=C(C2=C(N1)C=C(C=N2)N2CCOCC2)N2CCOCC2 (2-(2-phenylpyrimidin-4-yl)pyrido[3,2-d]pyrimidine-4,7-diyl)dimorpholine